COC1=CC=C(C=C1)C=1NC(=C(N1)C1=CC=C(C=C1)OC)C1=CC=CC=C1 2,4-bis(p-methoxyphenyl)-5-phenylimidazole